2-(2-(1-(Cyclopropylsulfonyl)-1H-pyrazol-4-yl)pyrimidin-4-yl)-5-(1-(difluoromethyl)-1H-pyrazol-3-yl)-N4-(1-(2-fluoroethyl)piperidin-3-yl)pyridine-2,4-diamine C1(CC1)S(=O)(=O)N1N=CC(=C1)C1=NC=CC(=N1)C1(NC=C(C(=C1)NC1CN(CCC1)CCF)C1=NN(C=C1)C(F)F)N